[2,3'-bipyridine]-6'-carbonitrile N1=C(C=CC=C1)C=1C=NC(=CC1)C#N